ClC1=CC(=C(C=C1)C1=C2C=CC(=NC2=CC(=N1)N1C[C@@H](OCC1)C=1C=NN(C1)C)CC)F (S)-4-(5-(4-chloro-2-fluorophenyl)-2-ethyl-1,6-naphthyridin-7-yl)-2-(1-methyl-1H-pyrazol-4-yl)morpholine